CC1=CC=C(C=C1)CCN 4-methyl-2-phenylethylamine